C(=O)OCC(=O)OC(C)(C)C tert-butyl 2-(formyloxy)acetate